N'-((4-cyano-2,6-diisopropylphenyl)carbamoyl)-4-(hydroxymethyl)-2-(2-hydroxypropan-2-yl)thiazole-5-sulfonimidamide C(#N)C1=CC(=C(C(=C1)C(C)C)NC(=O)N=S(=O)(N)C1=C(N=C(S1)C(C)(C)O)CO)C(C)C